BrC1=CC=C2C3(CC=4C=NOC4C2=C1)CC3 8'-bromo-4'H-spiro[cyclopropane-1,5'-naphtho[2,1-d]isoxazol]